tris(2-vinylphenyl)phosphate C(=C)C1=C(C=CC=C1)OP(=O)(OC1=C(C=CC=C1)C=C)OC1=C(C=CC=C1)C=C